(3-chloro-5-(2-fluorophenoxy)pyridin-2-yl)(4-(((3R,6S)-6-(hydroxymethyl)tetrahydro-2H-pyran-3-yl)amino)-1H-pyrrolo[2,3-b]pyridin-3-yl)methanone ClC=1C(=NC=C(C1)OC1=C(C=CC=C1)F)C(=O)C1=CNC2=NC=CC(=C21)N[C@H]2CO[C@@H](CC2)CO